rac-(1R,2S,4S,6R)-6-((2-amino-7-(1H-pyrazol-5-yl)quinazolin-4-yl)amino)-7-oxabicyclo[2.2.1]heptan-2-ol NC1=NC2=CC(=CC=C2C(=N1)N[C@@H]1C[C@H]2C[C@@H]([C@@H]1O2)O)C2=CC=NN2 |r|